CC(C=O)=C 2-Methyl-1-oxo-2-propen